NC1=C(C(NC2=C(C=CC=C12)C=1C=NC=CC1OC)=O)C(=O)NCCO 4-amino-N-(2-hydroxyethyl)-8-(4-methoxy-3-pyridinyl)-2-oxo-1H-quinoline-3-carboxamide